C(C)OC(=O)[C@@H]1[C@H](C1)OC1=CC=C(C=C1)C(C)N1[C@@H](CN([C@H](C1)CC)C=1C2=C(N(C(N1)=O)C)C=CC(=N2)C#N)CC (1s,2s)-2-(4-(1-((2r,5s)-4-(6-cyano-1-methyl-2-oxo-1,2-dihydropyrido[3,2-d]pyrimidin-4-yl)-2,5-diethylpiperazin-1-yl)ethyl)phenoxy)cyclopropane-1-carboxylic acid ethyl ester